(R)-N-(5-(6-(1-hydroxypropyl)-4-methylpyridin-3-yl)thiazolo[4',5':5,6]benzo[1,2-d]oxazol-2-yl)cyclopropanecarboxamide O[C@H](CC)C1=CC(=C(C=N1)C1=CC2=C(C=3N=COC31)SC(=N2)NC(=O)C2CC2)C